BrC=1C=CC(=NC1)CC1N(C(C2=CC=CC=C12)=O)CC1=CC2=C(NC(O2)=O)C=C1 6-((1-((5-bromopyridin-2-yl)methyl)-3-oxoisoindolin-2-yl)methyl)benzo[d]oxazol-2(3H)-one